IC1=CC=C(N=N1)N(C1C[C@]2(CC[C@@](C1)(N2C(=O)OC(C)(C)C)C)C)C tert-butyl (1R,5S)-3-[(6-iodopyridazin-3-yl)-methyl-amino]-1,5-dimethyl-8-azabicyclo[3.2.1]octane-8-carboxylate